O=C1N(C(CC1)=O)OC(=O)C=1C=C(C=CC1)N1C(C=CC1=O)=O 1-(3-{[(2,5-dioxo-pyrrolidine-1-yl)oxy]carbonyl}phenyl)-1H-pyrrole-2,5-dione